C(C)(C)(C)OC(=O)N1C[C@H](CC1)OC1=NC(=CC=C1C(C)O)N1C=NC2=C1C=CC(=C2)NC=2N=NC(=CC2)C (3s)-3-[[3-(1-hydroxyethyl)-6-[5-[(6-methylpyridazin-3-yl)amino]benzimidazol-1-yl]-2-pyridyl]oxy]pyrrolidine-1-carboxylic acid tert-butyl ester